[(2S,3S,4E,6S,7S,10S)-7,10-dihydroxy-2-[(2E,4E,6R)-9-methoxy-6-methyl-9-oxonona-2,4-dien-2-yl]-3,7-dimethyl-12-oxo-1-oxacyclododec-4-en-6-yl] 4-cycloheptylpiperazine-1-carboxylate C1(CCCCCC1)N1CCN(CC1)C(=O)O[C@H]1/C=C/[C@@H]([C@H](OC(C[C@H](CC[C@]1(C)O)O)=O)\C(\C)=C\C=C\[C@@H](CCC(=O)OC)C)C